FC=1C=C(C=CC1F)CC(C(=O)N1CCC2(CS(C2)(=O)=O)CC1)C 3-(3,4-difluorophenyl)-1-(2,2-dioxo-2-thia-7-azaspiro[3.5]nonan-7-yl)-2-methylpropan-1-one